[1R,4s,7S]-2,6-diazabicyclo[5.1.0]octan [C@@H]12NCCCN[C@H]2C1